C(C)OC(=O)C1CCC(=CC1)C1=CC(=C(C=C1)C(=O)O)OC 4'-(ethoxycarbonyl)-3-methoxy-2',3',4',5'-tetrahydro-[1,1'-biphenyl]-4-carboxylic acid